2-(((6-(2-Chloro-3-(5-chloro-6-(4-(((2-hydroxyethyl)amino)methyl)-3-methoxyphenyl)pyrimidin-4-yl)phenyl)-2-methoxypyridin-3-yl)methyl)amino)ethan-1-ol ClC1=C(C=CC=C1C1=NC=NC(=C1Cl)C1=CC(=C(C=C1)CNCCO)OC)C1=CC=C(C(=N1)OC)CNCCO